N-[5-(1H-benzimidazol-2-yl)-1-[(4-methoxyphenyl)methyl]-pyrazol-3-yl]-4-methoxy-2,6-dimethyl-benzamide N1C(=NC2=C1C=CC=C2)C2=CC(=NN2CC2=CC=C(C=C2)OC)NC(C2=C(C=C(C=C2C)OC)C)=O